tert-butyl (1-(5-(3-bromo-6-methoxypyrazolo[1,5-a]pyridin-4-yl)pyridin-2-yl)-4-methylpiperidin-4-yl)carbamate BrC=1C=NN2C1C(=CC(=C2)OC)C=2C=CC(=NC2)N2CCC(CC2)(C)NC(OC(C)(C)C)=O